(+)-(2-(2-(Benzyloxy)naphthalen-1-yl)phenyl)di(naphthalen-2-yl)phosphine oxide C(C1=CC=CC=C1)OC1=C(C2=CC=CC=C2C=C1)C1=C(C=CC=C1)P(C1=CC2=CC=CC=C2C=C1)(C1=CC2=CC=CC=C2C=C1)=O